2-chloro-5-isopropyl-7-(3-(trifluoromethyl)piperidin-1-yl)-5H-pyrrolo[3,2-d]pyrimidine ClC=1N=CC2=C(N1)C(=CN2C(C)C)N2CC(CCC2)C(F)(F)F